(-)-α-amino-3-(5-phosphonomethyl-[1,1'-biphenyl]-3-yl)propanoic acid NC(C(=O)O)CC=1C=C(C=C(C1)CP(=O)(O)O)C1=CC=CC=C1